C(C)(C)NC1=CC(=NC=C1C=1SC(=NN1)N1CC2N(C(C1)C2)C(=O)C2CCN(CC2)C)C2=CC=C1N2N=CC(=C1)C#N 7-(4-(isopropyl-amino)-5-(5-(6-(1-methylpiperidine-4-carbonyl)-3,6-diazabicyclo[3.1.1]heptan-3-yl)-1,3,4-thiadiazol-2-yl)pyridin-2-yl)pyrrolo[1,2-b]pyridazine-3-carbonitrile